rac-(4R,5R)-5-amino-2-(methoxymethyl)-4,5,6,7-tetrahydropyrazolo[1,5-a]pyridine-4-ol N[C@H]1[C@H](C=2N(CC1)N=C(C2)COC)O |r|